5-amino-1-[(1R,2R)-2-hydroxycyclopentyl]-3-[4-[[(2-methoxybenzoyl)amino]methyl]phenyl]pyrazole-4-carboxamide NC1=C(C(=NN1[C@H]1[C@@H](CCC1)O)C1=CC=C(C=C1)CNC(C1=C(C=CC=C1)OC)=O)C(=O)N